(R)-1-(3-bromophenyl)-ethylamine BrC=1C=C(C=CC1)[C@@H](C)N